ClC1=C(N=C(NC1=O)C1=CC=NC=C1)N1CCCC1 5-chloro-2-(4-pyridinyl)-4-pyrrolidin-1-yl-1H-pyrimidin-6-one